tert-butyl-(R)-3-((4-(4-fluorophenyl)-1,2,3,4-tetrahydroquinoxaline-1-carboxamido)methyl)pyrrolidine C(C)(C)(C)N1C[C@H](CC1)CNC(=O)N1CCN(C2=CC=CC=C12)C1=CC=C(C=C1)F